CC(C)(OC(=O)N[C@H](C(=O)OC)CC=C)C methyl (2S)-2-[[(1,1-dimethylethoxy)carbonyl]amino]-4-pentenoate